FC1=C2C(=NC(=C1)C)N(C=C2C)S(=O)(=O)C2=CC=C(C)C=C2 4-fluoro-3,6-dimethyl-1-(p-toluenesulfonyl)pyrrolo[2,3-b]pyridine